(Z)-5-[4-(piperidin-4-oxy)benzylidene]imidazolin-2,4-dione N1CCC(CC1)OC1=CC=C(\C=C/2\C(NC(N2)=O)=O)C=C1